N-[4-[(3-Iodo-7-morpholino-1,6-naphthyridin-5-yl)oxy]cyclohexyl]pyrimidine-2-carboxamide IC=1C=NC2=CC(=NC(=C2C1)OC1CCC(CC1)NC(=O)C1=NC=CC=N1)N1CCOCC1